ClC1=CC=C(CNC(NCCCCCNC(C2=CN=C(C=C2)C)=O)=O)C=C1 N-(5-(3-(4-chlorobenzyl)ureido)pentyl)-6-methylnicotinamide